Diethyldimethylammonium Hydroxide [OH-].C(C)[N+](C)(C)CC